C(C)C1=C(C=C)C=CC=C1CC 2,3-diethylstyrene